N-ethyl-3-fluoro-2-({3-[(E)-2-{4-[3-(pyrrolidin-1-yl)propyl]pyridin-2-yl}vinyl]-1H-indazol-6-yl}thio)benzamide C(C)NC(C1=C(C(=CC=C1)F)SC1=CC=C2C(=NNC2=C1)\C=C\C1=NC=CC(=C1)CCCN1CCCC1)=O